Tetramethyl-indole CC=1C(=C2C(=C(NC2=CC1)C)C)C